1-heptadecene C=CCCCCCCCCCCCCCCC